NC1=CC(=C(C=C1)CO)CO (4-amino-1,2-phenylene)dimethanol